C(C)(C)(C)OC(=O)N1CC=2C(CC1)=C(N(N2)C)OS(=O)(=O)C(F)(F)F 2-Methyl-3-(trifluoromethanesulfonyloxy)-4H,5H,7H-pyrazolo[3,4-c]pyridine-6-carboxylic acid tert-butyl ester